[4-(octyloxy)phenyl]Phenyliodonium hexafluoroantimonate F[Sb-](F)(F)(F)(F)F.C(CCCCCCC)OC1=CC=C(C=C1)[I+]C1=CC=CC=C1